1,4-Dihydronaphthalene C1C=CCC2=CC=CC=C12